3-bromo-4-chloro-1-((2-(trimethylsilyl)ethoxy)methyl)-1H-pyrrolo[3,2-c]pyridine-7-carbonitrile BrC1=CN(C2=C1C(=NC=C2C#N)Cl)COCC[Si](C)(C)C